FC=1C2=C(C(=NC1)C)CCC2 4-fluoro-1-methyl-6,7-dihydro-5H-cyclopenta[c]pyridin